2-((1-(benzo[d][1,3]dioxol-5-yl)-1H-tetrazol-5-yl)thio)-5-nitrothiazole O1COC2=C1C=CC(=C2)N2N=NN=C2SC=2SC(=CN2)[N+](=O)[O-]